BrC1=CC=CC(=N1)C(C)=O 1-(6-Bromopyridin-2-yl)ethan-1-one